[6-[[2-methyl-4-(trifluoromethyl)pyrazol-3-yl]methyl]-2,6-diazaspiro[3.3]heptan-2-yl]-[6-[3-(trifluoromethyl)-1,2,4-triazol-1-yl]-2-azaspiro[3.3]heptan-2-yl]methanone CN1N=CC(=C1CN1CC2(CN(C2)C(=O)N2CC3(C2)CC(C3)N3N=C(N=C3)C(F)(F)F)C1)C(F)(F)F